5-(3,3-dimethylbutanoyl)-3-(1-azabicyclo[5.4.0]undec-3-en-4-yl)-benzothiophene CC(CC(=O)C=1C=CC2=C(C(=CS2)C2=CCN3CCCCC3CC2)C1)(C)C